C(C)(C)OC1=NC=2N(C=C1C(=O)NC=1C=NN3C1N=CC(=C3)C)C=C(N2)C23COC(CC2)(CC3)C 7-isopropoxy-2-(1-methyl-2-oxabicyclo[2.2.2]octan-4-yl)-N-(6-methylpyrazolo[1,5-a]pyrimidin-3-yl)imidazo[1,2-a]pyrimidine-6-carboxamide